(E)-2-Butanone oxime C\C(\CC)=N/O